ClC1=CNC2=C(C=CC(=C12)Cl)NS(=O)(=O)C1=CC=C(C=C1)S(=O)(=O)NC1CNC(CC1)=O N1-(3,4-dichloro-1H-indol-7-yl)-N4-(6-oxopiperidin-3-yl)benzene-1,4-disulfonamide